methyl rac-(3R,4R)-1-benzyl-4-hydroxypiperidine-3-carboxylate C(C1=CC=CC=C1)N1C[C@H]([C@@H](CC1)O)C(=O)OC |r|